BrC1=CC=C(C=C1)SC1=C(C#N)C=CC=C1 2-((4-bromophenyl)thio)benzonitrile